3-(hydroxymethyl)-1lambda6-thiolane-1,1-dione OCC1CS(CC1)(=O)=O